methyl 5-chloro-2-((3,4-difluoro-2-formylphenyl)amino)-4-fluorobenzoate ClC=1C(=CC(=C(C(=O)OC)C1)NC1=C(C(=C(C=C1)F)F)C=O)F